trans-3,5,4'-trihydroxy-stilbene OC=1C=C(C=C(C1)O)\C=C\C1=CC=C(C=C1)O